5-(2-{[2-(4-Methoxyphenyl)ethyl]amino}pyridin-4-yl)-1H-indazol-3-amine COC1=CC=C(C=C1)CCNC1=NC=CC(=C1)C=1C=C2C(=NNC2=CC1)N